NCCCCCCCCC(=O)N[C@H](C(=O)N1[C@@H](C[C@H](C1)O)C(=O)NCC1=CC=C(C=C1)C1=C(N=CS1)C)C(C)(C)C (2S,4R)-1-((S)-2-(9-Aminononanamido)-3,3-dimethylbutyryl)-4-hydroxy-N-(4-(4-methylthiazol-5-yl)benzyl)pyrrolidine-2-carboxamide